8-aminonaphthalene-1,3,6-trisulfonate NC=1C=C(C=C2C=C(C=C(C12)S(=O)(=O)[O-])S(=O)(=O)[O-])S(=O)(=O)[O-]